O[C@@H](CCOC(C[C@@H](C)O)=O)C.C(#N)C(=C1C=CC2=CC=CC=C12)C#N 3-(dicyanomethylene)indene (R)-3-hydroxybutyl-(R)-3-hydroxybutanoate